BrC1=C(C=C(C(=C1)Cl)OC)N1N=CC(=C1)C(F)F 1-(2-BROMO-4-CHLORO-5-METHOXYPHENYL)-4-(DIFLUOROMETHYL)PYRAZOLE